NC=1C2=C(N=CN1)N(C=C2C2=CC(=C(C=C2)NC(OC2=CC=CC=C2)=O)F)C phenyl (4-(4-amino-7-methyl-7H-pyrrolo[2,3-d]pyrimidin-5-yl)-2-fluorophenyl)carbamate